methyl 3-[4-(1,2,4-thiadiazol-5-yl)pyridin-1-ium-1-yl]propanoate 2,2,2-trifluoroacetate FC(C(=O)[O-])(F)F.S1N=CN=C1C1=CC=[N+](C=C1)CCC(=O)OC